C(C1=CC=CC=C1)OC1=C2C(=CN(C2=C(C=C1)CC=C)C)CCN(C)C [2-[4-(benzyloxy)-1-methyl-7-(2-propenyl)indol-3-yl]ethyl]dimethylamine